2-chloro-7-methyl-4-(trifluoromethyl)thieno[3,2-d]pyrimidine ClC=1N=C(C2=C(N1)C(=CS2)C)C(F)(F)F